FC(OC1=CC=CC=2C(N([C@H]3C=4N([C@@H](C21)C3)C3=C(N4)C=CC(=C3)C3=NC(=C(C=C3)P(=O)(C)C)F)C([2H])([2H])[2H])=O)F (7R,14R)-1-(difluoromethoxy)-11-(5-(dimethylphosphoryl)-6-fluoropyridin-2-yl)-6-(methyl-d3)-6,7-dihydro-7,14-methanobenzo[f]benzo[4,5]imidazo[1,2-a][1,4]diazocin-5(14H)-one